ClC=1C=C(C#N)C=CC1N1C=NC(=C1)C1=NC(=NC=C1C(F)(F)F)N[C@H]1[C@@H](CN(CC1)S(=O)(=O)C)F 3-Chloro-4-(4-(2-(((3R,4R)-3-fluoro-1-(methylsulfonyl)piperidin-4-yl)amino)-5-(trifluoromethyl)pyrimidin-4-yl)-1H-imidazol-1-yl)benzonitrile